S(=O)(=O)(O)C1=CC=C(C)C=C1.ClC1=C(O[C@@H]2CCC(NC2)=O)C=C(C(=C1)C1=NOC(=N1)C=1N=C2N(C=C(C=C2Cl)C(F)(F)F)C1)Cl (R)-5-(2,5-dichloro-4-(5-(8-chloro-6-(trifluoromethyl)imidazo[1,2-a]pyridin-2-yl)-1,2,4-oxadiazol-3-yl)phenoxy)piperidin-2-one tosylate